C[C@@H]1N(C[C@@H](N(C1)S(=O)(=O)C)C)CC=1C=CC2=C(C(=NO2)N2C(NC(CC2)=O)=O)C1 1-(5-(((2S,5S)-2,5-dimethyl-4-(methylsulfonyl)piperazin-1-yl)methyl)benzo[d]isoxazol-3-yl)dihydropyrimidine-2,4(1H,3H)-dione